P(=O)([O-])([O-])[O-].C(C(=O)OF)(=O)OF.[Li+].[Li+].[Li+] lithium difluoro (oxalate) phosphate